2-(Benzotriazol-1-yl)-N-[(5-chloro-3-pyridyl)methyl]-N-[4-(3-pyridyl)phenyl]acetamide N1(N=NC2=C1C=CC=C2)CC(=O)N(C2=CC=C(C=C2)C=2C=NC=CC2)CC=2C=NC=C(C2)Cl